2-((1r,2r)-1-(2-cyanophenyl)-1-(1-(3-(dimethylamino)propyl)-1H-pyrazol-4-yl)propan-2-yl)-5-hydroxy-N-(isoxazol-4-yl)-1-methyl-6-oxo-1,6-dihydropyrimidine-4-carboxamide C(#N)C1=C(C=CC=C1)[C@@H]([C@@H](C)C=1N(C(C(=C(N1)C(=O)NC=1C=NOC1)O)=O)C)C=1C=NN(C1)CCCN(C)C